FC1=CC=C(C=C1)C=1C(C(=CN2CC3N(C(C21)=O)[C@H](CO3)C)C(=O)O)=O (3S)-6-(4-fluorophenyl)-3-methyl-5,7-dioxo-2,3,5,7,11,11a-hexahydrooxazolo[3,2-a]pyrido[1,2-d]pyrazine-8-carboxylic acid